FC(C=1C=NC=CC1N1CCNCC1)(F)F 1-[3-(trifluoromethyl)pyridin-4-yl]piperazine